C1(=CC=CC=C1)C=1C2=C(NN1)C1=C(O2)C=CC=C1 3-Phenyl-1H-benzofuro[3,2-c]pyrazole